1-(3-(2-methoxy-4-(trifluoromethyl)styryl)azetidin-1-yl)prop-2-en-1-one COC1=C(C=CC2CN(C2)C(C=C)=O)C=CC(=C1)C(F)(F)F